(S)-7-(((tert-butyldimethylsilyl)oxy)methyl)-4-(cyclopropylethynyl)-4-(trifluoromethyl)-3,4-dihydroquinazoline-2(1H)-thione [Si](C)(C)(C(C)(C)C)OCC1=CC=C2[C@](NC(NC2=C1)=S)(C(F)(F)F)C#CC1CC1